N1-(6-(3,3-dimethyl-3,5,6,7-tetrahydrocyclopenta[b]pyrrolo[2,3-e]pyridin-1(2H)-yl)pyrimidin-4-yl)-N4-(2-(dimethylamino)ethyl)-2-methoxy-N4-methyl-5-nitrobenzene-1,4-diamine CC1(CN(C=2C=C3C(=NC21)CCC3)C3=CC(=NC=N3)NC3=C(C=C(C(=C3)[N+](=O)[O-])N(C)CCN(C)C)OC)C